6-[2-bromo-5-(ethylsulfonyl)-1-methyl-1H-imidazol-4-yl]-7-methyl-3-(pentafluoroethyl)-7H-imidazo[4,5-c]pyridazine BrC=1N(C(=C(N1)C1=NC2=C(N=NC(=C2)C(C(F)(F)F)(F)F)N1C)S(=O)(=O)CC)C